C1(=CC=CC=C1)C1(CCCCC(CCCC1)C(=O)O)C1=CC=CC=C1 diphenylcyclodecane-4-carboxylic acid